1-(2-(2-methyl-3-(trifluoromethyl)benzyl)-2,8-diazaspiro[4.5]decane-8-carbonyl)-1H-pyrazole-3-carboxylic acid CC1=C(CN2CC3(CC2)CCN(CC3)C(=O)N3N=C(C=C3)C(=O)O)C=CC=C1C(F)(F)F